(R)-6-(3-amino-7-fluoro-4-isopropyl-2-((2-methoxyethyl)sulfinyl)benzo[B]thiophen-6-yl)-3-methylpyrimidin-4(3H)-one NC=1C2=C(SC1[S@](=O)CCOC)C(=C(C=C2C(C)C)C2=CC(N(C=N2)C)=O)F